S1C(CCC1)=O Dihydro-2(3H)-thiophenon